1-[5-(5-chloro-2-methoxypyridin-4-yl)-1H-pyrazole-3-carbonyl]-N-[(1-cyanocyclopropyl)methyl]piperidine-4-carboxamide ClC=1C(=CC(=NC1)OC)C1=CC(=NN1)C(=O)N1CCC(CC1)C(=O)NCC1(CC1)C#N